C(C1=CC=CC=C1)OC(=O)N[C@@H](C(C)C)C(=O)N[C@@H](C)C(=O)NCCC(=O)O N-[(Benzyloxy)carbonyl]-L-valyl-L-alanyl-beta-alanin